FC1=C(CN2C(C3=NC=CC=C3C2=O)([2H])[2H])C(=CC(=C1)C=1C2=CN(N=C2C(=CC1)OC1COC1)C)F 6-(2,6-difluoro-4-(2-methyl-7-(oxetan-3-yloxy)-2H-indazol-4-yl)benzyl)-6,7-dihydro-5H-pyrrolo[3,4-b]pyridin-5-one-7,7-d2